FC(C(=O)O)(F)F.FC(C(=O)O)(F)F.C12CC(CC(CC1)N2)N2CCC(CC2)C=2C=C(C=1N(C2)C=C(N1)C1=CC(=C(C=C1)OC)OC)C 6-(1-(8-azabicyclo[3.2.1]octan-3-yl)piperidin-4-yl)-2-(3,4-dimethoxyphenyl)-8-methylimidazo[1,2-a]pyridine bis(2,2,2-trifluoroacetate)